NC1=C(C=NC(=C1F)C1=C(C(=C(C=C1)Cl)C)F)Cl 4-Amino-3-chloro-6-(4-chloro-2-fluoro-3-methylphenyl)-5-fluoropyridin